C(C)(=O)NC1=C(C=C(CC2=C(C=C(OCC(=O)O)C=C2)C(F)(F)F)C=C1)C(C)C 2-(4-(4-acetamido-3-isopropylbenzyl)-3-(trifluoromethyl)phenoxy)acetic acid